dimethyl-phosphinous acid CP(O)C